C(C=C)(=O)NC1=C(C=C(C=C1)C1=C(C=2C(=NC=C(C2N1C)C#N)N)C1=CC(=C(C(=O)NCC(F)(F)F)C=C1)OC)CN(C)C 4-(2-(4-acrylamido-3-((dimethylamino)methyl)phenyl)-4-amino-7-cyano-1-methyl-1H-pyrrolo[3,2-c]pyridin-3-yl)-2-methoxy-N-(2,2,2-trifluoroethyl)benzamide